pentyl {6-[({[(1-methyl-1H-tetrazol-5-yl)(phenyl)methylene]amino}oxy)methyl]pyridin-2-yl}carbamate CN1N=NN=C1C(C1=CC=CC=C1)=NOCC1=CC=CC(=N1)NC(OCCCCC)=O